(S)-(4-(6-chloro-1H-benzo[d]imidazol-2-yl)-6,7-dihydro-1H-imidazo[4,5-c]pyridin-5(4H)-yl)(cyclopropyl)methanone ClC=1C=CC2=C(NC(=N2)[C@H]2N(CCC3=C2N=CN3)C(=O)C3CC3)C1